2-(8-(2-chloro-4-phenoxybenzoyl)-1,6-dihydroimidazo[4,5-d]Pyrrolo[2,3-b]Pyridin-2-yl)morpholine-4-carboxylic acid tert-butyl ester C(C)(C)(C)OC(=O)N1CC(OCC1)C1=NC=2C(=C3C(=NC2)NC=C3C(C3=C(C=C(C=C3)OC3=CC=CC=C3)Cl)=O)N1